Cl.FC(OC1=CC=C(C=C1)C1N(CCC1)C(=O)N)(F)F [4-(trifluoromethoxy)phenyl]pyrrolidine-1-carboxamide hydrochloride